tert-butyl 3-((5-(methylsulfonamidomethyl)thiophen-2-yl)methyl)-2-oxo-2,3-dihydro-1H-benzo[d]imidazole-1-carboxylate CS(=O)(=O)NCC1=CC=C(S1)CN1C(N(C2=C1C=CC=C2)C(=O)OC(C)(C)C)=O